C1=CC=CC=2C3=CC=CC=C3C(C12)COC(=O)N(CC(=O)OC(C)(C)C)CC(NCCOCCOCCOCCC(=O)OC)=O 1-(tert-butyl) 18-methyl 3-(((9H-fluoren-9-yl)methoxy)carbonyl)-5-oxo-9,12,15-trioxa-3,6-diazaoctadecanedioate